ClC1=C(CC=2C=C3C(C(=CNC3=CC2)C(=O)OCC)=O)C=CC(=C1)F Ethyl 6-(2-chloro-4-fluorobenzyl)-4-oxo-1,4-dihydroquinoline-3-carboxylate